FC=1C=C(CN2C(N(CC3=CC=C(C=C23)C(=O)NCC2=C(C=C(C=C2F)F)F)C(C)C)=O)C=C(C1)F 1-(3,5-difluorobenzyl)-3-isopropyl-2-oxo-N-(2,4,6-trifluorobenzyl)-1,2,3,4-tetrahydroquinazoline-7-carboxamide